5-(2-(benzyloxy)ethoxy)-2-fluorobenzoic acid C(C1=CC=CC=C1)OCCOC=1C=CC(=C(C(=O)O)C1)F